(((((9H-fluoren-9-yl)methoxy)carbonyl)amino)methyl)-3-(3-chloro-2-Fluorophenyl)-4-(5-chloro-2-fluorophenyl)-5-neopentylpyrrolidine-2-carboxylic acid C1=CC=CC=2C3=CC=CC=C3C(C12)COC(=O)NCN1C(C(C(C1CC(C)(C)C)C1=C(C=CC(=C1)Cl)F)C1=C(C(=CC=C1)Cl)F)C(=O)O